N[C@H]1CN(CCC1)C(=O)C1=CC2=C(N(C(=N2)C2=CC=3C(=NC(=CC3)N(S(=O)(=O)CC)C)N2CC2CC2)C)C(=C1)OC (R)-N-(2-(5-(3-aminopiperidine-1-carbonyl)-7-methoxy-1-methyl-1H-benzo[d]imidazol-2-yl)-1-(cyclopropylmethyl)-1H-pyrrolo[2,3-b]pyridin-6-yl)-N-methylethanesulfonamide